CC=1N=C(C2=C(N1)OC=C2C(=O)NC2CCCC=1C=CC=NC21)NC2(CC2)C methyl-4-[(1-methylcyclopropyl)amino]-N-(5,6,7,8-tetrahydroquinolin-8-yl)furo[2,3-d]pyrimidine-5-carboxamide